CC(C(C)O)C(C)O 3-Methyl-2,4-pentanediol